C(#N)C1(COCC2=CC=C(C=C12)C(=O)NCC1=NC=CC(=C1)C1CC(C1)C1=NC(=CC=C1)N1CCOCC1)C 4-cyano-4-methyl-N-((4-((1s,3S)-3-(6-morpholinylpyridin-2-yl)cyclobutyl)pyridin-2-yl)methyl)isochroman-6-carboxamide